1-methyl-1H-benzo[d]imidazole-6-boronic acid pinacol ester CN1C=NC2=C1C=C(C=C2)B2OC(C)(C)C(C)(C)O2